C(C)OC(=O)C=1C(=NC2=C(C=CC=C2C1)F)N1CC(C(CC1)(F)F)C 2-(4,4-difluoro-3-methylpiperidin-1-yl)-8-fluoroquinoline-3-carboxylic acid ethyl ester